2-ethoxyethyl (S)-2-(1-((4'-(1,1,1,3,3,3-hexafluoro-2-hydroxypropan-2-yl)-[1,1'-biphenyl]-4-yl)methyl)-4-(pyridin-4-ylmethyl)piperazin-2-yl)acetate FC(C(C(F)(F)F)(O)C1=CC=C(C=C1)C1=CC=C(C=C1)CN1[C@H](CN(CC1)CC1=CC=NC=C1)CC(=O)OCCOCC)(F)F